3,3'-iminobis(5-amino-1H-1,2,4-triazole) N(C1=NNC(=N1)N)C1=NNC(=N1)N